8-Methyl-1-[2-methyl-5-(1-methyl-1H-pyrazol-3-yl)benzenesulfonyl]-1,2,3,4-tetrahydroquinoline CC=1C=CC=C2CCCN(C12)S(=O)(=O)C1=C(C=CC(=C1)C1=NN(C=C1)C)C